tertiary butyl piperidin-4-carboxylate N1CCC(CC1)C(=O)OC(C)(C)C